tert-butyl N-[2-[4-(difluoromethylene)-1-piperidinyl]-3-iodo-6,8-dihydro-5H-pyrano[3,4-B]pyridin-5-yl]-N-methylcarbamate FC(=C1CCN(CC1)C1=C(C=C2C(=N1)COCC2N(C(OC(C)(C)C)=O)C)I)F